OC1=C(C=CC(=C1)OCC(CCCC)CC)C1=NC=NC=N1 4-(2-hydroxy-4-(2-ethylhexyl)oxyphenyl)-1,3,5-triazine